(2-(((1-chloroethoxy)carbonyl)(methyl) amino)pyridin-3-yl)methyl-2-((tert-butoxycarbonyl)(methyl)amino)acetate ClC(C)OC(=O)N(C1=NC=CC=C1COC(CN(C)C(=O)OC(C)(C)C)=O)C